(E)-1-(4-(2,3-dichlorophenyl)piperazin-1-yl)-4-(3,4-dimethoxyphenyl)but-3-en-1-one ClC1=C(C=CC=C1Cl)N1CCN(CC1)C(C\C=C\C1=CC(=C(C=C1)OC)OC)=O